Indolelactic acid C1=CC=C2C(=C1)C(=CN2)CC(C(=O)O)O